6-methyl-1H-benzo[d]imidazol CC=1C=CC2=C(NC=N2)C1